2-(6-{6-[(4-cyano-2-fluorobenzyl)oxy]-5-fluoropyridin-2-yl}-6-azaspiro[2.5]oct-1-yl)-1-[(2S)-oxetan-2-ylmethyl]-1H-benzimidazole-6-carboxylic acid C(#N)C1=CC(=C(COC2=C(C=CC(=N2)N2CCC3(CC3C3=NC4=C(N3C[C@H]3OCC3)C=C(C=C4)C(=O)O)CC2)F)C=C1)F